C(C)(=O)N1CCC(CC1)C1=NN(C=2C=CC=C(C12)C1=C(C=C2C=NN(C2=C1)C)F)CC(=O)NC1=CC=CC=2OCOC21 2-(3-(1-acetylpiperidin-4-yl)-5'-fluoro-1'-methyl-1H,1'H-[4,6'-biindazol]-1-yl)-N-(benzo[d][1,3]dioxol-4-yl)acetamide